methyl-6-chloro-5-nitronicotinic acid CC1=C(C(=O)O)C=C(C(=N1)Cl)[N+](=O)[O-]